3,3',5-Triiodothyronin IC=1C=C(C[C@H](N)C(=O)O)C=C(C1OC1=CC(=C(C=C1)O)I)I